COC1=CC=C(C=C1)C1=NN2C(=NC=3C(=CC=CC3C2=N1)C)N[C@@H]1C(NCCN(C1)C(=O)OCC1=CC=CC=C1)=O benzyl (6S)-6-{[2-(4-methoxyphenyl)-7-methyl[1,2,4]triazolo[1,5-c]quinazolin-5-yl]amino}-5-oxo-1,4-diazepane-1-carboxylate